(6aR,8R)-5-(4-(trifluoromethyl)phenyl)-5,6,6a,7,8,9-hexahydropyrido[3,2-e]pyrrolo[1,2-a]pyrazin-8-yl methylcarbamate CNC(O[C@@H]1C[C@H]2N(C3=C(N(C2)C2=CC=C(C=C2)C(F)(F)F)C=CC=N3)C1)=O